OC(CCCCCCCCCC(=O)O)CC=CCCCCCCCCC 11-Hydroxy-tricos-13-enoic acid